ClCC(=O)NC1=C(C=CC(=C1)C)C(CC)OC 2-chloro-N-(2-(1-methoxypropyl)-5-methylphenyl)acetamide